neopentyl ethylhexyl carbonate C(OCC(C)(C)C)(OC(CCCCC)CC)=O